ClC1=CC=C(S1)CNC1=CC(=NN1C(C(C)(C)C)=O)C1CNCCC1 1-(5-{[(5-chlorothiophen-2-yl)methyl]amino}-3-(piperidin-3-yl)-1H-pyrazol-1-yl)-2,2-dimethylpropan-1-one